1-((3S,4R)-4-(3-((4-amino-5-(4-cyclopropyl-3-methoxyphenyl)-7-methyl-7H-pyrrolo[2,3-d]pyrimidin-6-yl)ethynyl)azetidin-1-yl)-3-hydroxypiperidin-1-yl)prop-2-en-1-one NC=1C2=C(N=CN1)N(C(=C2C2=CC(=C(C=C2)C2CC2)OC)C#CC2CN(C2)[C@H]2[C@H](CN(CC2)C(C=C)=O)O)C